(R or S)-1-(4-(2,3-dimethylphenyl)piperazin-1-yl)-2-(3-(4-hydroxypiperidine-1-carbonyl)-5,6-dihydro-cyclopenta[c]pyrazol-1(4H)-yl)propan-1-one CC1=C(C=CC=C1C)N1CCN(CC1)C([C@@H](C)N1N=C(C2=C1CCC2)C(=O)N2CCC(CC2)O)=O |o1:15|